6-(2-hydroxy-6-methyl-4-(trifluoromethyl)phenyl-2H-pyrazolo[3,4-b]pyrazin-2-yl)cyclohexane-1-carbonitrile OC1=C(C(=CC(=C1)C(F)(F)F)C)C=1N(N=C2N=CC=NC21)C2CCCCC2C#N